3-Chloro-6-ethyl-2-methyl-pyridine ClC=1C(=NC(=CC1)CC)C